2,7-dimethyl-2,7-di(tert-butylperoxy)octadiyne CC(C)(C#CC#CC(C)(OOC(C)(C)C)C)OOC(C)(C)C